ClC1=NC=C(C(=N1)Cl)CC 2,4-dichloro-5-ethylpyrimidine